1-(7-hydroxy-7-methyl-6,7-dihydro-5H-pyrrolo[1,2-a]imidazol-2-yl)-6-((4-(4-methylpiperazin-1-yl)phenyl)amino)-1,2-dihydro-3H-pyrazolo[3,4-d]pyrimidin-3-one OC1(CCN2C1=NC(=C2)N2NC(C=1C2=NC(=NC1)NC1=CC=C(C=C1)N1CCN(CC1)C)=O)C